5-(6-chloropyridin-3-yl)-2-((dimethylamino)methylene)cyclohexane-1,3-dione ClC1=CC=C(C=N1)C1CC(C(C(C1)=O)=CN(C)C)=O